[N-]=C=O.[N-]=C=O.C1(O)=CC=C(O)C=C1 hydroquinone diisocyanate